N-(3-ethylphenyl)-5-oxo-1-phenyl-3-(pyridin-3-yl)-4,5-dihydro-1H-pyrazole-4-carboxamide C(C)C=1C=C(C=CC1)NC(=O)C1C(=NN(C1=O)C1=CC=CC=C1)C=1C=NC=CC1